di-tert-butylphenyl 3,5-di-tert-butyl-4-hydroxybenzoate C(C)(C)(C)C=1C=C(C(=O)OC2=C(C(=CC=C2)C(C)(C)C)C(C)(C)C)C=C(C1O)C(C)(C)C